benzyldimethyl-distearyl-ammonium C(C1=CC=CC=C1)CCCCCCCCCCCCCCCCCC[N+](CCCCCCCCCCCCCCCCCC)(C)C